C1=C(C=CC2=CC=CC=C12)C=1C2=CC=CC=C2C(=C2C=CC=CC12)C1=CC(=CC=C1)C1=CC2=CC=CC=C2C=C1 9-(2-naphthyl)-10-[3-(2-naphthyl)phenyl]anthracene